6-methoxy-5-({6-[(1R,2S)-5'-methoxy-2'-oxo-1',2'-dihydrospiro[cyclopropane-1,3'-indol]-2-yl]-1H-indazol-3-yl}amino)-N-methyl-N-(propan-2-yl)pyridine-2-carboxamide COC1=C(C=CC(=N1)C(=O)N(C(C)C)C)NC1=NNC2=CC(=CC=C12)[C@@H]1C[C@@]12C(NC1=CC=C(C=C21)OC)=O